FC(OC=1C=C(OC=2N=NNC2C(=O)O)C=CC1)(F)F 4-(3-(trifluoromethoxy)phenoxy)-1H-1,2,3-triazole-5-carboxylic acid